8-methylidene-1,4-dioxaspiro[4.5]decane C=C1CCC2(OCCO2)CC1